C(C)(=O)C1=C2CCC(C2=CC(=C1)C(C)(C)C)(C)C 4-acetyl-6-tert-butyl-1,1-dimethylindan